ethyl (E)-1-(hex-4-en-1-yl)-2-oxocyclopentane-1-carboxylate C(CC\C=C\C)C1(C(CCC1)=O)C(=O)OCC